[C@@H]1([C@@H](O)[C@H](O)[C@H](O1)CO)N1C(=O)N=C(N)N=C1 1-β-D-arabinofuranosyl-5-azacytosine